CN1C(CC2=CC(=CC=C12)C=1C=C(C=NC1)C1=CN(C(C=C1)=O)C(CC)CC)=O 1-methyl-5-(6'-oxo-1'-(pentan-3-yl)-1',6'-dihydro-[3,3'-bipyridin]-5-yl)indol-2-one